5,7-Difluoro-1-(4-(4-methyl-4-(trifluoromethyl)piperidin-1-yl)phenyl)-1H-indazol-6-ol FC=1C=C2C=NN(C2=C(C1O)F)C1=CC=C(C=C1)N1CCC(CC1)(C(F)(F)F)C